The molecule is a carboxylic acid anion obtained by deprotonation of the carboxy group of gibberellin A14 aldehyde. It is a conjugate base of a gibberellin A14 aldehyde. C[C@@]12CC[C@@H]([C@@]([C@H]1[C@@H]([C@]34[C@H]2CC[C@H](C3)C(=C)C4)C=O)(C)C(=O)[O-])O